ClC1=NC=C(C=N1)CN(C)C 1-(2-chloropyrimidin-5-yl)-N,N-dimethyl-methanamine